3-(2-Imino-8-(1H-indazol-5-yl)-3-methyl-2,3-dihydro-1H-imidazo[4,5-c]quinolin-1-yl)-4-methylbenzonitrile N=C1N(C2=C(C=NC=3C=CC(=CC23)C=2C=C3C=NNC3=CC2)N1C)C=1C=C(C#N)C=CC1C